C1(=CC=CC=C1)[C@H]1[C@H](C1)/C=C/C1=CC=CC=C1 ((E)-2-((1R,2R)-2-phenylcyclopropyl)vinyl)benzene